COC=1C=CC(=C(C1)C1=CC=2C(=NC(=NC2)NC)N2C1=NC=N2)C 4-(5-methoxy-2-methylphenyl)-N-methyl-[1,2,4]triazolo[1',5':1,6]pyrido[2,3-d]pyrimidin-8-amine